4-[4-(6-fluoro-1,3-benzoxazol-2-yl)piperidin-1-yl]-1-methyl-2-oxo-1,2-dihydroquinoline-3-carbonitrile FC1=CC2=C(N=C(O2)C2CCN(CC2)C2=C(C(N(C3=CC=CC=C23)C)=O)C#N)C=C1